3-HYDROXYNAPHTHALENE-1-CARBOXALDEHYDE OC=1C=C(C2=CC=CC=C2C1)C=O